2-chloro-6-methyl-4'-[(1-{[4-(propan-2-yl)phenyl]carbamoyl}-D-prolyl)amino][1,1'-biphenyl]-4-carboxylic acid ClC1=C(C(=CC(=C1)C(=O)O)C)C1=CC=C(C=C1)NC([C@@H]1N(CCC1)C(NC1=CC=C(C=C1)C(C)C)=O)=O